C(C)(C)(C)OC(N[C@@H](CC1=CC=C(C=C1)[N+](=O)[O-])C(CBr)=O)=O (S)-(4-bromo-1-(4-nitrophenyl)-3-oxobutan-2-yl)carbamic acid tert-butyl ester